ClC1=C(C(=CC=C1)Cl)C1C2(CCN(C1)CC2)C(=O)O 5-(2,6-dichlorophenyl)-1-azabicyclo[2.2.2]octane-4-carboxylic acid